O=C1NC(CCC1N1CCOC2=C1C=CC(=C2)C2CCN(CC2)C(=O)OC(C)(C)C)=O tert-butyl 4-[4-(2,6-dioxo-3-piperidyl)-2,3-dihydro-1,4-benzoxazin-7-yl]piperidine-1-carboxylate